4-methylnitrotoluene CC1=CC=C(C[N+](=O)[O-])C=C1